4-hydroxybutyl 3-(2-oxocyclohexyl)propanoate O=C1C(CCCC1)CCC(=O)OCCCCO